3,5-dimethylisoxazol-4-yl-1H-indazol-4-amine CC1=NOC(=C1N1N=CC=2C(=CC=CC12)N)C